C(C)(C)OC1=NC=CC(=C1)N1CC[C@@H](N2C1=NC(=CC2=O)N2[C@@H](COCC2)C)C(F)(F)F (R)-9-(2-Isopropoxy-pyridin-4-yl)-2-((R)-3-methylmorpholin-4-yl)-6-trifluoromethyl-6,7,8,9-tetrahydro-pyrimido[1,2-a]-pyrimidin-4-one